ClC1=C(C(=O)NC(C(=O)O)CCN(CCCCC2=NC=3NCCCC3C=C2)CCOC(C)C)C=CC(=C1)F 2-[(2-chloro-4-fluoro-benzoyl)amino]-4-[2-isopropoxyethyl-[4-(5,6,7,8-tetrahydro-1,8-naphthyridin-2-yl)butyl]amino]butanoic acid